tert-Butyl 4-(6-bromo-7-chloro-2-methylquinazolin-4-yl)-2-carbamoylpiperazine-1-carboxylate BrC=1C=C2C(=NC(=NC2=CC1Cl)C)N1CC(N(CC1)C(=O)OC(C)(C)C)C(N)=O